ClC=1C=C2C(=CC=NC2=C(C1)C(F)(F)F)O 6-Chloro-8-(trifluoromethyl)quinolin-4-ol